CC1C(OC1)C(=O)N 3-methyloxetane-2-carboxamide